(4-methoxybenzyl)isoxazol-3-amine COC1=CC=C(CC=2C(=NOC2)N)C=C1